C[C@H]1N(CCOC1)C=1C2=C(N=C(N1)C1=CNC3=NC=CC=C31)C(=CS2)C=2C(=NC(=CC2)S(=O)(=O)C)C (R)-3-methyl-4-(7-(2-methyl-6-(methylsulfonyl)pyridin-3-yl)-2-(1H-pyrrolo[2,3-b]pyridin-3-yl)thieno[3,2-d]pyrimidin-4-yl)morpholine